FC(C1=CC=CC(=N1)C1=NC(NC(N1)=O)=O)(F)F 6-(6-trifluoromethyl-pyridin-2-yl)-1H-1,3,5-triazine-2,4-dione